phenyl-5-oxo-L-norleucine C1(=CC=CC=C1)N[C@@H](CCC(C)=O)C(=O)O